(1R,3R,4R)-N-((S)-1-cyano-2-((R)-2-oxopyrrolidin-3-yl)ethyl)-5,5-difluoro-2-(9-hydroxy-9H-fluorene-9-carbonyl)-2-azabicyclo[2.2.2]octane-3-carboxamide C(#N)[C@H](C[C@@H]1C(NCC1)=O)NC(=O)[C@@H]1N([C@H]2CC([C@@H]1CC2)(F)F)C(=O)C2(C1=CC=CC=C1C=1C=CC=CC21)O